CC=1C(=C(C(=NC1)N)[N+](=O)[O-])N (E)-methyl-3-nitropyridine-2,4-diamine